N-[3-chloro-4-[4-(piperidine-4-carbonyl)piperazine-1-carbonyl]phenyl]-5-(2,6-dimethoxy-3-pyridyl)-1-methyl-imidazole-2-carboxamide ClC=1C=C(C=CC1C(=O)N1CCN(CC1)C(=O)C1CCNCC1)NC(=O)C=1N(C(=CN1)C=1C(=NC(=CC1)OC)OC)C